tert-butyl 4-[4-[(3R)-3-fluoro-2,6-dioxo-3-piperidyl]phenyl]piperidine-1-carboxylate F[C@@]1(C(NC(CC1)=O)=O)C1=CC=C(C=C1)C1CCN(CC1)C(=O)OC(C)(C)C